C(CC)OC(C)OCCC Acetaldehyde dipropylacetal